racemic-tert-butyl-3-{5-[2-(2-ethoxyethoxy)ethoxy]pyridin-2-yl}oxirane-2-carboxylate C(C)(C)(C)OC(=O)C1OC1C1=NC=C(C=C1)OCCOCCOCC